N-(methyl-dimethoxysilylmethyl)urea C[Si](OC)(OC)CNC(=O)N